Diethyl 2,5-dicyclopropylterephthalate C1(CC1)C1=C(C(=O)OCC)C=C(C(=C1)C(=O)OCC)C1CC1